N[C@@H](C)[C@H](C[C@H](CCCCCCCCCCCCC(F)(F)F)O)O (2s,3s,5s)-2-amino-18,18,18-trifluorooctadecane-3,5-diol